(4-amino-1,7-dimethyl-1H-pyrazolo[4,3-c]quinolin-8-yl)(2-(3-fluoropyridin-2-yl)-4-(2,2,2-trifluoroethyl)pyrazol-1-yl)methanone NC1=NC=2C=C(C(=CC2C2=C1C=NN2C)C(=O)N2N(CC(=C2)CC(F)(F)F)C2=NC=CC=C2F)C